NC1=CC=C(C=N1)C=1C=NC(=CC1)N 6,6'-diamino-3,3'-bipyridine